(2S,3S)-[2-[(5-nitrothiazol-2-yl)carbamoyl]phenyl]-2-amino-3-methylpentanoate [N+](=O)([O-])C1=CN=C(S1)NC(=O)C1=C(C=CC=C1)OC([C@H]([C@H](CC)C)N)=O